C(C)N1C2=CC=CC=C2C=2CCCCC12 N-ethyltetrahydrocarbazole